C(C)N1C=CC2=CC(=CC=C12)CNC1CCN(CC1)C 1-ethyl-5-[(1-methyl-4-piperidylamino)methyl]-1H-indol